3-fluoro-4-((piperidin-3-yloxy)methyl)benzonitrile FC=1C=C(C#N)C=CC1COC1CNCCC1